N-butyl-6-chloropyrazin-2-amine C(CCC)NC1=NC(=CN=C1)Cl